FC=1C=CC2=C([C@H]3N(C[C@@H](O2)C3)C(C(C)(C)C)=O)C1 1-[(2S,5S)-7-fluoro-2,3-dihydro-2,5-methano-1,4-benzoxazepin-4(5H)-yl]-2,2-dimethylpropan-1-one